6-(azetidin-3-yloxy)-N-(2,4-dichlorophenyl)-7-methoxyquinazolin-4-amine trifluoroacetate FC(C(=O)O)(F)F.N1CC(C1)OC=1C=C2C(=NC=NC2=CC1OC)NC1=C(C=C(C=C1)Cl)Cl